2,4-dihydroxybutyraldehyde OC(C=O)CCO